2-(tributylstannyl)oxazole C(CCC)[Sn](C=1OC=CN1)(CCCC)CCCC